ClC1=C(C=C(C=C1N1[C@H](CN(CC1)C1COC1)C(F)(F)F)C#N)NC1=NC=2N(C(=N1)NC1CC1)N=CC2C#N 2-({2-chloro-5-cyano-3-[(2R)-4-(oxetan-3-yl)-2-(trifluoromethyl)piperazin-1-yl]phenyl}amino)-4-(cyclopropylamino)pyrazolo[1,5-a][1,3,5]triazine-8-carbonitrile